ClC1=NC=CC(=C1)C#CC=1N=C(N(C1C)C1=CC=C(C=C1)F)C 2-Chloro-4-[1-(4-fluoro-phenyl)-2,5-dimethyl-1H-imidazol-4-ylethynyl]-pyridine